1-(5-(isoquinolin-8-ylthio)-1H-imidazo[4,5-b]pyrazin-2-yl)-4-methylpiperidin-4-amine C1=NC=CC2=CC=CC(=C12)SC=1N=C2C(=NC1)NC(=N2)N2CCC(CC2)(N)C